2-[7-Oxo-4-(propan-2-yl)-2-[(propan-2-yl)amino]-6H,7H-thieno[2,3-d]pyridazin-6-yl]-N-(pyrimidin-2-yl)acetamide O=C1N(N=C(C2=C1SC(=C2)NC(C)C)C(C)C)CC(=O)NC2=NC=CC=N2